FC1(CC[C@@H](N(C1)C(=O)C1=NC(=CC=C1C)NC1=NC=CC(=C1)OC(F)(F)F)CNC(C)=O)F (R)-N-((5,5-Difluoro-1-(3-methyl-6-((4-(trifluoromethoxy)pyridin-2-yl)amino)pyridine-2-Carbonyl)piperidin-2-yl)methyl)acetamide